4-(4-(2-(3-(Trifluoromethyl)phenyl)acetyl)-3,4-dihydro-2H-pyrido[4,3-b][1,4]oxazin-8-yl)benzonitrile FC(C=1C=C(C=CC1)CC(=O)N1C2=C(OCC1)C(=CN=C2)C2=CC=C(C#N)C=C2)(F)F